C(#N)C=1C=C(C=NC1)/C(/C(=O)N)=C\N1N=C(N=C1)C1=CC(=CC(=C1)C(F)(F)F)S(F)(F)(F)(F)F (E)-2-(5-cyanopyridin-3-yl)-3-(3-(3-(pentafluorosulfanyl)-5-(trifluoromethyl)phenyl)-1H-1,2,4-triazol-1-yl)acrylamide